C(C=C)[C@@H]1[C@@](CN(C1)C([C@@H](NC(=O)OC(C)(C)C)C)=O)(C(=O)O)NC(=O)OCC1=CC=CC=C1 (3R,4S)-4-allyl-3-(((phenylmethoxy)carbonyl)amino)-1-((tert-butoxycarbonyl)-L-alanyl)pyrrolidine-3-carboxylic acid